S1C(=CC=C1)N1C(COCC1)=O thiophenyl-morpholinone